N-[2-(2-aminoethoxy)ethyl]-2-(2,5-dioxo-2,5-dihydro-1H-pyrrol-1-yl)acetamid NCCOCCNC(CN1C(C=CC1=O)=O)=O